OCC1OC(CC1)CO 2,5-BIS(HYDROXYMETHYL)TETRAHYDROFURAN